NC(C(=O)OC)CC1C(NC2(C1)CCOCC2)=O methyl 2-amino-3-(2-oxo-8-oxa-1-azaspiro[4.5]decan-3-yl)propanoate